(2-(tetrahydro-2H-pyran-2-yl)-2H-pyrazolo[3,4-c]quinolin-7-yl)methanol O1C(CCCC1)N1N=C2C=NC=3C=C(C=CC3C2=C1)CO